FC(C(C(F)(F)F)=O)(F)F 1,1,1,3,3,3-Hexafluoro-2-Propanal